C(C=C)(=O)ON1C(CCC1=O)=O N-Acryloyloxysuccinimide